5-(oxolan-3-yl)-1H-pyrazol-3-amine O1CC(CC1)C1=CC(=NN1)N